6-((3-fluoropiperidin-4-yl)thio)-3-isopropyl-N-(2-methoxybenzyl)imidazo[1,2-b]pyridazin-8-amine hydrochloride Cl.FC1CNCCC1SC=1C=C(C=2N(N1)C(=CN2)C(C)C)NCC2=C(C=CC=C2)OC